ClC=1C=C(C=CC1)/C(=C\1/C(C(C2=CC=CC=C12)C1=CC=CC=C1)=O)/NC1=CC=CC=C1 (Z)-1-((3-chlorophenyl)(phenylamino)methylene)-3-phenyl-1,3-dihydro-2H-inden-2-one